C(C)(C)(C)OC(=O)N1C[C@H](CC1)N1C(N(C=2C1=NC=CC2)C=2C=C(C=CC2)C2=CC=CC=C2)=O (S)-3-(1-([1,1'-Biphenyl]-3-yl)-2-oxo-1,2-dihydro-3H-imidazo[4,5-b]pyridin-3-yl)pyrrolidine-1-carboxylic acid tert-butyl ester